CC(C(=O)OCC(C)(C1=CC(=C(C=C1)F)Cl)NC(NC1=C(C(=CC=C1)CN1C(OC=C1)=N)N)=S)(C)C 2-[({2-amino-3-[(2-imino-2,3-dihydro-1,3-oxazol-3-yl)methyl]phenyl}carbamothioyl)-amino]-2-(3-chloro-4-fluorophenyl)propyl 2,2-dimethylpropanoate